ClC=1C=C2C=NC(=NC2=CC1)NC=1C=NN(C1Cl)C 6-chloro-2-[(5-chloro-1-methyl-1H-pyrazol-4-yl)amino]quinazolin